1-benzyl-3-(p-tolyl)pyrrolidin-2-one C(C1=CC=CC=C1)N1C(C(CC1)C1=CC=C(C=C1)C)=O